FC([C@@H]1N(CCNC1)CC(=O)OCC)(F)F (R)-ethyl 2-(2-(trifluoromethyl)piperazin-1-yl)acetate